9-(6-deoxy-β-D-allofuranosyl)-6-methylpurine [C@@H]1([C@H](O)[C@H](O)[C@H](O1)[C@H](O)C)N1C2=NC=NC(=C2N=C1)C